2-Amino-4-(5-chloro-3-(1-methyl-1,6-diazaspiro-[3.4]octan-6-yl)-7,9-dihydrofuro[3,4-f]quinazolin-6-yl)-7-fluoro-thieno[3,2-c]pyridine-3-carbonitrile NC1=C(C=2C(=NC=C(C2S1)F)C=1C2=C(C=3C=NC(=NC3C1Cl)N1CC3(CCN3C)CC1)COC2)C#N